P(OC1=CC=CC=C1)(OCCCCCCCCCCCCC)OCCCCCCCCCCCCC phenyl bis(tridecyl) phosphite